CC([C@H]1CC[C@H]2[C@@H]3CC[C@H]4CC(CC[C@]4(C)[C@H]3C(C[C@]12C)=O)=O)=O (5α)-pregnane-3,11,20-trione